9-(4-chloro-6-phenyl-1,3,5-triazin-2-yl)carbazole ClC1=NC(=NC(=N1)C1=CC=CC=C1)N1C2=CC=CC=C2C=2C=CC=CC12